The molecule is a member of the class of 2-pyranones that is 2H-pyran-2-one substituted by a (2Z)-1-hydroxybut-2-en-2-yl group at position 6, a hydroxymethyl group at position 5 and a methoxy group at position 4. It has been isolated from the solid-fermentation culture of Chaetomium globosum and has been shown to exhibit antibacterial activity. It has a role as a Chaetomium metabolite and an antibacterial agent. It is a member of 2-pyranones and a diol. C/C=C(/CO)\\C1=C(C(=CC(=O)O1)OC)CO